3,5-difluoro-4-methoxy-N-((5-methoxy-1H-benzotriazol-4-yl)methyl)benzamide FC=1C=C(C(=O)NCC2=C(C=CC=3NN=NC32)OC)C=C(C1OC)F